4-[[(1R,3S)-3-amino-2,2,3-trimethyl-cyclopentyl]amino]-N'-(2-ethyl-4-hydroxy-phenyl)-6-(3-hydroxyphenyl)pyrrolo[1,2-b]pyridazine-3-carboxamidine N[C@@]1(C([C@@H](CC1)NC=1C=2N(N=CC1C(=NC1=C(C=C(C=C1)O)CC)N)C=C(C2)C2=CC(=CC=C2)O)(C)C)C